N-(2'-amino-5'H-spiro[chromane-4,4'-thiazol]-6-yl)-5-methoxymethylpyridineamide NC=1SCC2(N1)CCOC1=CC=C(C=C12)NC(=O)C1=NC=C(C=C1)COC